(8-chloro-7-fluoronaphthalen-1-yl)trimethylstannane ClC=1C(=CC=C2C=CC=C(C12)[Sn](C)(C)C)F